OCC[Li] 2-hydroxyethyl-lithium